1-ethyl-6-fluoro-7-(4-methylpiperazin-1-yl)-quinoline C(C)N1CC=CC2=CC(=C(C=C12)N1CCN(CC1)C)F